Cl.CS(=O)(=O)C=1N=CC2=C(N1)CNC2 2-methanesulfonyl-5H,6H,7H-pyrrolo[3,4-d]pyrimidine HCl salt